ClC1=CC(=C(C=C1)C1=NC(=NC2=NC(=C(N=C12)C)CC(F)F)[C@@H]1C[C@@H](OCC1)C=1C=NN(C1)C1CC1)F 4-(4-chloro-2-fluoro-phenyl)-2-[(2R,4S)-2-(1-cyclopropylpyrazol-4-yl)tetrahydropyran-4-yl]-7-(2,2-difluoroethyl)-6-methyl-pteridine